N[C@@H](CC(=O)OCC)C=1C(=C(C=C(C1F)C1CC1)C1=C(C=CC=C1C)C)F Ethyl (S)-3-amino-3-(5-cyclopropyl-2,4-difluoro-2',6'-dimethyl-[1,1'-biphenyl]-3-yl)propanoate